FC1=C(CN2C=CC3=CC=CC(=C23)C2=NNC(=C2)NC(C2=CC=C(C=C2)NC2CCN(CC2)C)=O)C=CC=C1 N-(3-(1-(2-fluorobenzyl)-1H-indol-7-yl)-1H-pyrazol-5-yl)-4-((1-methylpiperidin-4-yl)amino)benzamide